OCN1C(C=CC=2CCCCC12)=O (hydroxymethyl)-5,6,7,8-tetrahydroquinolin-2(1H)-one